CN(C\C=C/1\C(N(CC1C)C1=CC2=C(N=CN=C2NC2=CC(=C(C=C2)OC2=CC3=C(N(C=N3)C)C=C2)C)C=N1)=O)C (3E)-3-[2-(dimethylamino)ethylidene]-4-methyl-1-[4-({3-methyl-4-[(1-methyl-1,3-benzodiazol-5-yl)oxy]phenyl}amino)pyrido[3,4-d]pyrimidin-6-yl]pyrrolidin-2-one